glyceric acid triphosphate OP(O)(=O)OP(=O)(O)OP(=O)(O)O.C(C(O)CO)(=O)O